ClC1=C(C(=CC=C1)F)N1N=CC(=C1C(F)(F)F)C(=O)N 1-(2-chloro-6-fluorophenyl)-5-(trifluoromethyl)-1H-pyrazole-4-carboxamide